C(N)(=N)C=1C=C(SC1)CNC(=O)[C@H]1N(CC2(OCCO2)C1)C(CNC(C1=NC=C(C=C1C)C1=CC=C(C=C1)C)=O)=O (S)-N-((4-carbamimidoylthiophen-2-yl)methyl)-7-((3-methyl-5-(p-tolyl)picolinoyl)glycyl)-1,4-dioxa-7-azaspiro[4.4]nonane-8-carboxamide